C(C)C1(C(SCC1)=O)C 3-Ethyl-3-methyldihydro-2(3H)-thiophenon